(R)-4-((1-hydroxyhenicosan-2-yl)oxy)-2,6-dimethoxybenzonitrile OC[C@@H](CCCCCCCCCCCCCCCCCCC)OC1=CC(=C(C#N)C(=C1)OC)OC